CN(C)CC1C(CCCC1)(O)C=1C=C(C=CC1)OC(C1=C(C=C(C=C1)C)O)=O 2-Hydroxy-4-methyl-benzoic acid 3-(2-dimethylaminomethyl-1-hydroxy-cyclohexyl)-phenyl ester